C(C)(C)N1CCN(CC1)C1=CC=C(C=C1)C1=CC2=C(C(=N1)C)C=C(N2C)C2=CC(=CC=C2)S(=O)(=O)C 6-(4-(4-isopropylpiperazin-1-yl)phenyl)-1,4-dimethyl-2-(3-(methylsulfonyl)phenyl)-1H-pyrrolo[3,2-c]pyridine